FC1=C(C=CC(=C1)C(F)(F)F)C=1C=2N(C3=CC=C(C=C3N1)NC(C=C)=O)C=CN2 N-(4-(2-fluoro-4-(trifluoromethyl)phenyl)imidazo[1,2-a]quinoxalin-7-yl)acrylamide